cyanopropanal C(#N)C(C=O)C